2'-Oxo-1',2',4,6-tetrahydrospiro[cyclopenta[b]thiophene-5,3'-pyrrolo[2,3-b]pyridine]-2-carboxylic acid O=C1C2(C=3C(=NC=CC3)N1)CC1=C(SC(=C1)C(=O)O)C2